1-oxo-1,2,3,4-tetrahydroisoquinoline-7-carboxamide O=C1NCCC2=CC=C(C=C12)C(=O)N